tert-butyl (1S,2R,5R)-2-(2-acetoxyethyl)-3-(5-bromo-7-chloro-2-(ethylthio)-8-fluoropyrido[4,3-d]pyrimidin-4-yl)-3,8-diazabicyclo[3.2.1]octane-8-carboxylate C(C)(=O)OCC[C@@H]1[C@@H]2CC[C@H](CN1C=1C3=C(N=C(N1)SCC)C(=C(N=C3Br)Cl)F)N2C(=O)OC(C)(C)C